COC1=C(C=C(C=C1)/C=C/C=C/C(=O)OCC=C)OCCC allyl (2E,4E)-5-(4-methoxy-3-propoxyphenyl)penta-2,4-dienoate